N,N,N',N',N'',N''-hexakis(methoxymethyl)melamine COCN(C1=NC(=NC(=N1)N(COC)COC)N(COC)COC)COC